N,N'-di-cyclohexylterephthalamide C1(CCCCC1)NC(C1=CC=C(C(=O)NC2CCCCC2)C=C1)=O